3-(4-chlorophenyl)-4-(thiophene-2-yl)-N-((4-(trifluoromethyl)phenyl)sulfonyl)-5,6-dihydropyridazine-1(4H)-carboxamide ClC1=CC=C(C=C1)C1=NN(CCC1C=1SC=CC1)C(=O)NS(=O)(=O)C1=CC=C(C=C1)C(F)(F)F